2-((2,3-dihydropyrazolo[5,1-b]oxazol-6-yl)methyl)-6-((2-methylthiazol-4-yl)sulfonyl)phthalazin O1C=2N(CC1)N=C(C2)CN2CC1=CC=C(C=C1C=N2)S(=O)(=O)C=2N=C(SC2)C